tert-butyl (S)-1-(aminomethyl)-5-chloro-7-fluoro-8-((4,5,6,7-tetrahydro-[1,2,3]triazolo[1,5-a]pyridin-3-yl) methoxy)-3,4-dihydroisoquinoline-2(1H)-carboxylate NC[C@H]1N(CCC2=C(C=C(C(=C12)OCC=1N=NN2C1CCCC2)F)Cl)C(=O)OC(C)(C)C